OC1=CC=C(C=C1)C(=C(CC)C1=CC=C(C=C1)O)C1=CC=C(C=C1)N1CCN(CC1)CC1=C(C=CC=C1)N1C(NC(CC1)=O)=O 1-(2-((4-(4-(1,2-di(4-hydroxyphenyl)but-1-en-1-yl)phenyl)piperazin-1-yl)methyl)phenyl)dihydropyrimidine-2,4(1H,3H)-dione